6-(4-Chlorophenyl)-N-(2-hydroxy-2-methylpropyl)-2-(3-methylthiophen-2-yl)pyrimidin ClC1=CC=C(C=C1)C1=CC=NC(N1CC(C)(C)O)C=1SC=CC1C